CN1C(=NN=C1)S[C@H](C)C1=CC(=NC=C1)N1C(C2=CC=CC(=C2C1)C(F)(F)F)=O (R)-2-(4-(1-((4-methyl-4H-1,2,4-triazol-3-yl)thio)ethyl)pyridin-2-yl)-4-(trifluoromethyl)isoindolin-1-one